butyl N-[2-[4-[(1-methylbenzimidazol-2-yl)methyl]-piperazin-1-yl]-4-(trifluoromethyl)-phenyl]sulfonyl-carbamate CN1C(=NC2=C1C=CC=C2)CN2CCN(CC2)C2=C(C=CC(=C2)C(F)(F)F)S(=O)(=O)NC(OCCCC)=O